tertbutyl-(R)-7-(2,6-dioxopiperidin-3-yl)-5-methoxy-6-oxo-7,8-dihydro-2H,6H-spiro[furo[2,3-e]isoindole-3,4'-piperidine] C(C)(C)(C)N1CCC2(CC1)COC1=C3CN(C(C3=C(C=C12)OC)=O)[C@H]1C(NC(CC1)=O)=O